C1(=CC=CC=C1)N1C=NC2=C3C=CC=NC3=C3N=CC=CC3=C21 phenyl-1H-imidazo[4,5-f][1,10]phenanthroline